dodecamethylenebis(ethyldimethylammonium) C(C)[N+](CCCCCCCCCCCC[N+](C)(C)CC)(C)C